(E)-5-(4-Hydroxybenzylidene)-1-(4-methoxyphenyl)pyrimidine-2,4,6(1H,3H,5H)-trione OC1=CC=C(\C=C\2/C(NC(N(C2=O)C2=CC=C(C=C2)OC)=O)=O)C=C1